(R)-3-(4-(1-((4-(3-((3-ethoxypyridin-2-yl)oxy)piperidin-1-yl)pyrimidin-2-yl)amino)-2-methyl-1-oxopropan-2-yl)phenyl)-2,2-dimethylpropanoic acid C(C)OC=1C(=NC=CC1)O[C@H]1CN(CCC1)C1=NC(=NC=C1)NC(C(C)(C)C1=CC=C(C=C1)CC(C(=O)O)(C)C)=O